C(C)S(=O)(=O)C=1C=C(C(=NC1)NC1=NNC2=CC(=CC=C12)[C@@H]1C[C@@]12C(NC1=CC=C(C=C21)OC)=O)OC (1R,2S)-2-(3-{[5-(ethanesulfonyl)-3-methoxypyridin-2-yl]amino}-1H-indazol-6-yl)-5'-methoxyspiro[cyclopropane-1,3'-indol]-2'(1'H)-one